CN1N=CC(=C1)C=1C2=C(N=CN1)NC=C2C2=CC=1N(C=C2)N=CC1C=1C=NN(C1)C 4-(1-methyl-1H-pyrazol-4-yl)-5-(3-(1-methyl-1H-pyrazol-4-yl)pyrazolo[1,5-a]pyridin-5-yl)-7H-pyrrolo[2,3-d]pyrimidine